CCCCOC(=O)C Butylazetat